3,7-dibromo-2-isopropylpyrazolo[1,5-d][1,2,4]triazin-4(5H)-one BrC=1C(=NN2C(=NNC(C21)=O)Br)C(C)C